COC([C@H](C)N=P(=O)OC1=C(C=CC=C1)OC[C@H]1O[C@H]([C@]([C@@H]1O)(C)F)N1C2=NC=NC(=C2N=C1)N)=O (S)-2-{[(2r,3r,4r,5r)-5-(6-amino-purin-9-yl)-4-fluoro-3-hydroxy-4-methyl-tetrahydro-furan-2-ylmethoxy]-phenoxy-phosphorylamino}-propionic acid methyl ester